2-methyl-2-(3-methyl-4-((4-(methylamino)-5-(trifluoromethyl)pyrimidin-2-yl)amino)-1H-pyrazol-1-yl)propanamide CC(C(=O)N)(C)N1N=C(C(=C1)NC1=NC=C(C(=N1)NC)C(F)(F)F)C